(3-amino-6-ethyl-4,5,6,7-tetrahydro-pyrazolo[3,4-c]pyridin-1-yl)(8-methyl-1,2,3,4-tetrahydro-quinolin-4-yl)methanone NC1=NN(C=2CN(CCC21)CC)C(=O)C2CCNC1=C(C=CC=C21)C